N-(1''-(3-(cyclopentylamino)benzoyl)dispiro[cyclopropane-1,1'-cyclohexane-4',3''-indolin]-5''-yl)methanesulfonamide C1(CCCC1)NC=1C=C(C(=O)N2CC3(C4=CC(=CC=C24)NS(=O)(=O)C)CCC2(CC3)CC2)C=CC1